ClC1=CC2=C(N(C(N=C2N2[C@H](CN(CC2)C(=O)OC(C)(C)C)C)=O)C=2C(=NC=CC2C)C(C)C)N=C1C1=C(C=CC(=C1)Cl)F (S)-tert-butyl 4-(6-chloro-7-(5-chloro-2-fluorophenyl)-1-(2-isopropyl-4-methylpyridin-3-yl)-2-oxo-1,2-dihydropyrido[2,3-d]pyrimidin-4-yl)-3-methylpiperazine-1-carboxylate